C(C1=CC=CC=C1)OC=1C(=CC=C2CC(OCC12)=O)OC([2H])([2H])[2H] 8-(benzyloxy)-7-(methoxy-d3)Isochroman-3-one